2-Ethynyl-N-(4-(thiazol-4-yl)benzyl)thiazole-4-carboxamide C(#C)C=1SC=C(N1)C(=O)NCC1=CC=C(C=C1)C=1N=CSC1